C(C)C(CCCN)N 1-ethyl-1,4-diamino-butane